FC(C=1CN=NC1C(=O)N)(F)F 4-(trifluoromethyl)-3H-pyrazole-5-carboxamide